3-carbamoyl-1,1'-biphenyl C(N)(=O)C=1C=C(C=CC1)C1=CC=CC=C1